BrC1=CC=C(C=2N1N=CC2F)F 7-bromo-3,4-difluoro-pyrazolo[1,5-a]pyridine